N1(N=CC=C1)CCCCCCO 6-(1H-pyrazol-1-yl)hexanol